9-ethyl-N-(4-(ethylsulfonyl)benzyl)-6-methyl-9H-carbazole-3-carboxamide C(C)N1C2=CC=C(C=C2C=2C=C(C=CC12)C(=O)NCC1=CC=C(C=C1)S(=O)(=O)CC)C